C(#N)C1=C(C=CC=C1)[C@H]([C@H](C)C=1N(C(C(=C(N1)C(=O)NC=1C=NOC1)O)=O)C)C1=NC=C(N=C1C)C 2-((1s,2s)-1-(2-cyanophenyl)-1-(3,5-dimethylpyrazin-2-yl)propan-2-yl)-5-hydroxy-N-(isoxazol-4-yl)-1-methyl-6-oxo-1,6-dihydropyrimidine-4-carboxamide